N[C@@H]1[C@H](O[C@H]([C@@H]1O)N1C2=NC(=NC(=C2N=C1)N)Cl)COC(C(=O)O)(C(=O)O)CC1=CC=CC=C1 2-(((2s,3s,4r,5r)-3-amino-5-(6-amino-2-chloro-9H-purin-9-yl)-4-hydroxytetrahydrofuran-2-yl)methoxy)-2-benzylmalonic acid